CN1C(C(=C(C=C1)[O-])NC(N[C@@H](CC(=O)[O-])C=1C=C(C(=CC1)F)C1=C(C=CC=C1F)F)=O)=O.[Na+].[Na+] sodium (S)-3-(3-(1-methyl-4-oxido-2-oxo-1,2-dihydropyridin-3-yl)ureido)-3-(2',6,6'-trifluoro biphenyl-3-yl)propanoate